NC=1C2=C(N=CN1)N(C(=C2C2=CC=CC=1OCOC12)C#CC1[C@@H]2CN(C[C@H]12)C(C=C)=O)C(C)C 1-((1R,5S,6s)-6-((4-amino-5-(benzo[d][1,3]dioxol-4-yl)-7-isopropyl-7H-pyrrolo[2,3-d]pyrimidin-6-yl)ethynyl)-3-azabicyclo[3.1.0]hexan-3-yl)prop-2-en-1-one